O=C1C(C(CC1)C(=O)OCC)C(=O)OCC diethyl 3-oxocyclopentane-1,2-dicarboxylate